ClC1=CC=C(C=C1)NNC(C(C)N1N=CC(=C1)C1=CC(=CC=2C(C3=CC=CC=C3C12)(C(F)(F)F)O)OC)=O N'-(4-chlorophenyl)-2-(4-(9-hydroxy-2-methoxy-9-(trifluoromethyl)-9H-fluoren-4-yl)-1H-pyrazol-1-yl)propanehydrazide